CC=1C(=C(CC2=C(C#N)C=CC=C2)C=C(C1)C)OC(CN1CCOCC1)C 2-(3,5-Dimethyl-2-((1-morpholinopropan-2-yl)oxy)benzyl)benzonitrile